COC1=C(C(=CC=C1)OC)S(=O)(=O)NC1=NOC2=C1C(=CC(=C2)C2=CC=CC=C2)OC 2,6-dimethoxy-N-(4-methoxy-6-phenylbenzo[d]isoxazol-3-yl)benzenesulfonamide